6-Isopropyl-7-methoxy-4-methyl-3,4-dihydro-2H-benzo[1,4]oxazine C(C)(C)C=1C(=CC2=C(N(CCO2)C)C1)OC